CC1(OB(OC1(C)C)C1=CC=C(C=C1)S(=O)(=O)N1CCOCC1)C ((4-(4,4,5,5-tetramethyl-1,3,2-dioxaborolan-2-yl)phenyl)sulfonyl)morpholine